FC1=C(C(=CC(=C1)O)F)C[C@@H](CNC(=O)[C@H]1[C@@](C1)(C1=CC=CC=C1)C)N(C)C (1R,2R)-N-((S)-3-(2,6-difluoro-4-hydroxyphenyl)-2-(dimethylamino)propyl)-2-methyl-2-phenylcyclopropane-1-carboxamide